C=1NC=C2C(CCCC12)=O 2,5,6,7-tetrahydro-4H-isoindol-4-one